C(C1=CC=CC=C1)N1CC2C(C1)CC(C2)=O 2-benzylhexahydrocyclopenta[c]pyrrol-5(1H)-one